FC(C1=NN=C(O1)C1=CN=C(S1)CN(S(=O)(=O)C(C)CC)C=1C=NC=CC1)F N-({5-[5-(difluoromethyl)-1,3,4-oxadiazol-2-yl]-1,3-thiazol-2-yl}methyl)-N-(pyridin-3-yl)butane-2-sulfonamide